FC1=CC(=C(C=C1)S(=O)(=O)O)Cl p-fluoro(chloro)benzenesulfonic acid